2-(2,6-dichlorophenyl)-7-(isoquinolin-4-yl)-5,7-diazaspiro[3.4]octane-6,8-dione ClC1=C(C(=CC=C1)Cl)C1CC2(C1)NC(N(C2=O)C2=CN=CC1=CC=CC=C21)=O